bromobenzo[4,5]imidazo[1,2-a]pyridine BrC1=CC=CC=2N1C1=C(N2)C=CC=C1